O1CCC12CCC(CC2)NC=2N=CC1=C(N2)NC=C1C1=CC=2N(C=C1)N=CC2C(=O)NC 5-(2-(((4r,7r)-1-oxaspiro[3.5]nonan-7-yl)amino)-7H-pyrrolo[2,3-d]pyrimidin-5-yl)-N-methylpyrazolo[1,5-a]pyridine-3-carboxamide